P,P-dipropyl-behenylphosphine hydroiodide I.C(CC)P(CCC)CCCCCCCCCCCCCCCCCCCCCC